6-amino-1-methyl-4-((2-(pyridin-2-yl)propan-2-yl)amino)quinolin-2(1H)-one NC=1C=C2C(=CC(N(C2=CC1)C)=O)NC(C)(C)C1=NC=CC=C1